CN(CCSC=1C=CC(=C(C(=O)N[C@H](C)C2=CC(=CC(=C2)C=2C=NN(C2)C)C2=NN(C=C2)CC)C1)C)C (R)-5-((2-(dimethylamino)ethyl)thio)-N-(1-(3-(1-ethyl-1H-pyrazol-3-yl)-5-(1-methyl-1H-pyrazol-4-yl)phenyl)ethyl)-2-methylbenzamide